3,4-Dihydrophenylacetic acid C1(=CCCC=C1)CC(=O)O